O=C1C=CC(=NN1CCC)C(=O)O 6-oxo-1-propyl-1,6-dihydropyridazine-3-carboxylic acid